Tri(2-ethyl-2-methyl-1-pentyl)citrate C(C)C(CC(C(C(C(=O)[O-])(CC(CCC)(CC)C)CC(CCC)(CC)C)(O)C(=O)[O-])C(=O)[O-])(CCC)C